N-(4-{cis-bicyclo[3.1.0]hexan-3-yloxy}-3,5-difluorophenyl)-2-{octahydrocyclopenta[c]pyrrol-2-yl}-5-(2,2,2-trifluoroethyl)oxazole-4-carboxamide C12CC(CC2C1)OC1=C(C=C(C=C1F)NC(=O)C=1N=C(OC1CC(F)(F)F)N1CC2C(C1)CCC2)F